N1C=C(C2=CC=CC=C12)C1N(C(C2=CC=C(C=C12)C1=CC=CC=C1)=O)C(=O)N (1H-indol-3-yl)-1-oxo-5-phenylisoindoline-2-carboxamide